ClC1=C(C=CC(=C1)Cl)[C@@H]1[C@H](C1)NC(N([C@H]1CN(CCC1)C=1N=NC=CC1)C)=O 3-[(1S,2R)-2-(2,4-dichlorophenyl)cyclopropyl]-1-methyl-1-[(3R)-1-(pyridazin-3-yl)piperidin-3-yl]urea